C[SiH]([Si]([Si](OC)(OC)OC)(C)C)C tetramethyltrimethoxytrisilane